CN(CCCN(C(OCC1=CC=CC=C1)=O)C(CCO)CCCCCCCCC)C benzyl N-[3-(dimethylamino)propyl]-N-(1-hydroxydodecan-3-yl)carbamate